(R)-7-((3-(benzyloxy)-1-oxo-1-(piperidin-1-yl)propan-2-yl)oxy)-4-(2-chloro-4-fluorophenyl)-2H-chromen-2-one C(C1=CC=CC=C1)OC[C@H](C(N1CCCCC1)=O)OC1=CC=C2C(=CC(OC2=C1)=O)C1=C(C=C(C=C1)F)Cl